2-[4-[5-(1,5-dimethyl-6-oxo-3-pyridinyl)-6-isopropyl-2-pyridinyl]piperazin-1-yl]-7,8-dihydro-5H-1,6-naphthyridine-6-carboxylic acid tert-butyl ester C(C)(C)(C)OC(=O)N1CC=2C=CC(=NC2CC1)N1CCN(CC1)C1=NC(=C(C=C1)C1=CN(C(C(=C1)C)=O)C)C(C)C